NC1=NC(N(C=C1)C1=CC=C(C=C1)CC(CC)N1CC2C(C2C1)CNC(OC(C)(C)C)=O)=O tert-butyl ((exo-3-(1-(4-(4-amino-2-oxopyrimidin-1(2H)-yl)phenyl)butan-2-yl)-3-azabicyclo[3.1.0]hexan-6-yl)methyl)carbamate